COC(CC(C(=O)OC)C(=O)OC)OC Dimethyl 2-(2,2-dimethoxyethyl)malonate